C(C1=CC=CC=C1)N(CC)CC1=NN=C(S1)NC(=O)O[C@H]1[C@H](N(C[C@@H]1OC(=O)OC(C)(C)C)C(=O)OC(C)(C)C)CC1=CC=C(C=C1)OC tert-butyl (2R,3S,4S)-3-{[(5-{[benzyl(ethyl)amino]methyl}-1,3,4-thiadiazol-2-yl)carbamoyl]oxy}-4-[(tert-butoxycarbonyl)oxy]-2-[(4-methoxyphenyl) methyl]pyrrolidine-1-carboxylate